SC(C(=O)OCC)(C)S ethyl dimercaptopropionate